2-aminoethyl-2,3-dihydroxypropyl-hydroxyl phosphate P(=O)(OOCC(C(O)CCN)O)([O-])[O-]